The molecule is a C19-gibberellin, initially identified in Gibberella fujikuroi; it differs from gibberellin A1 in the absence of an OH group at C-7 and the substitution of the methylidene grouping at C-8 by alpha-OH and beta-Me groups (gibbane numberings). It is a C19-gibberellin, a lactone and a gibberellin monocarboxylic acid. C[C@]1(C[C@]23C[C@H]1CC[C@H]2[C@]45CC[C@@H]([C@]([C@H]4[C@@H]3C(=O)O)(C(=O)O5)C)O)O